C(C)(C)(C)OC(=O)N1[C@@H](CN([C@H](C1)C)C1=NC=CC2=C1C(=CN2S(=O)(=O)CC2=CC=CC=C2)I)C (2R,5S)-4-(3-iodo-1-toluenesulfonyl-1H-pyrrolo[3,2-c]pyridin-4-yl)-2,5-dimethylpiperazine-1-carboxylic acid tert-butyl ester